4-(1-(3,4-difluorophenyl)-2-oxo-1,9-diazaspiro[5.5]undec-9-yl)-6-(4-(trifluoromethyl)-1H-pyrazol-1-yl)pyrimidine-2-carbaldehyde FC=1C=C(C=CC1F)N1C(CCCC12CCN(CC2)C2=NC(=NC(=C2)N2N=CC(=C2)C(F)(F)F)C=O)=O